4-cyclopropyl-2-(3-((1S,3R)-3-methyl-1-(4-methyl-4H-1,2,4-triazol-3-yl)cyclobutyl)phenyl)-6-(((S)-3-methylpiperidin-1-yl)methyl)-2,3-dihydro-1H-pyrrolo[3,4-c]pyridin-1-one C1(CC1)C1=NC(=CC2=C1CN(C2=O)C2=CC(=CC=C2)C2(CC(C2)C)C2=NN=CN2C)CN2C[C@H](CCC2)C